FC(C=1C=C(C=CC1N)C#CC1=CC(=C(C=C1)N)C(F)(F)F)(F)F 1,2-bis(3-trifluoromethyl-4-aminophenyl)acetylene